C1OCC12CN(C2)[C@H]2[C@H](CCCC2)OC=2C=C1CN(C(C1=CC2)=O)C2C(NC(CC2)=O)=O 3-(5-(((1S,2R)-2-(2-oxa-6-azaspiro[3.3]heptan-6-yl)cyclohexyl)oxy)-1-oxoisoindolin-2-yl)piperidine-2,6-dione